N1(N=CC=C1)C1=CC=C(C=C1)B(O)O 4-(1H-pyrazol-1-yl)phenyl-boronic acid